7-(bromomethyl)-6-chloro-3,3-difluoro-2H-1,4-benzodioxine BrCC=1C(=CC2=C(OCC(O2)(F)F)C1)Cl